4-bromo-1H-1,2,3-triazole-5-carboxylic acid ethyl ester C(C)OC(=O)C1=C(N=NN1)Br